(2-bromo-3,6-difluorophenyl)methanol BrC1=C(C(=CC=C1F)F)CO